FC=1C=CC(=C2C=C(NC(C12)=O)CCCN1CCN(CC1)C=1SC(=CN1)C)C 8-fluoro-5-methyl-3-(3-(4-(5-methylthiazol-2-yl)piperazin-1-yl)propyl)isoquinolin-1(2H)-one